4'-cyclopropyl-4-((5-fluoro-6-(1-methyl-4-(trifluoromethyl)-1H-imidazol-2-yl)pyridin-3-yl)methoxy)-5,6'-dimethoxy-2,5'-bipyrimidine C1(CC1)C1=NC=NC(=C1C1=NC=C(C(=N1)OCC=1C=NC(=C(C1)F)C=1N(C=C(N1)C(F)(F)F)C)OC)OC